2-chloro-5-(cyclopropanecarbonylamino)-N-[3-methyl-5-(2-phenylethynyl)-2-pyridyl]benzamide ClC1=C(C(=O)NC2=NC=C(C=C2C)C#CC2=CC=CC=C2)C=C(C=C1)NC(=O)C1CC1